C1=CC(=CC=C1C=CC(=O)NC(CC2=CC(=C(C=C2)O)O)C(=O)O)O N-trans-p-Coumaroyl-DOPA